ClC=1C(=NC(=NC1)NC1=CC=C(C=C1)N1CCN(CC1)CCOCCOCCC(=O)O)NC1=C(C=CC=C1)S(=O)(=O)C(C)C 3-(2-(2-(4-(4-((5-chloro-4-((2-(isopropylsulfonyl)phenyl)amino)pyrimidin-2-yl)amino)phenyl)piperazin-1-yl)ethoxy)ethoxy)propanoic acid